C(#N)C1=C(C(=C(C(=C1)C(C)C)NC(=O)N[S@@](=O)(=N)C1=CN=C(S1)C(CO)(C)O)C(C)C)F (S)-N-((4-cyano-3-fluoro-2,6-diisopropyl-phenyl)carbamoyl)-2-(1,2-dihydroxypropan-2-yl)-thiazole-5-sulfonimidamide